NC=1C=C2C(N(C(=NC2=CC1)CN1CCN(CC1)C)CCOC)=O 6-amino-3-(2-methoxyethyl)-2-((4-methylpiperazin-1-yl)methyl)quinazolin-4(3H)-one